6-chloro-4-hydroxy-quinoline-3-carboxylic acid ClC=1C=C2C(=C(C=NC2=CC1)C(=O)O)O